FC(OC1=CC=C(C=N1)CC1CCC2(CN(C2)C(=O)N2C[C@H](CC2)C(=O)N)CC1)F (3S)-1-[7-[[6-(difluoromethoxy)-3-pyridinyl]methyl]-2-azaspiro[3.5]nonane-2-carbonyl]pyrrolidine-3-carboxamide